C1(=CC=CC2=CC=CC=C12)C(=O)N1CCN(CC1)C([C@H](CCCCNC(C=C)=O)NC(CC1=C(C=CC=C1)Cl)=O)=O (S)-N-(6-(4-(1-naphthoyl)piperazin-1-yl)-5-(2-(2-chlorophenyl)acetamido)-6-oxohexyl)acrylamide